ClC=1C(=NC(=NC1)NC1=NC=C(C=C1)CN1CCN(CC1)C)NC1=C(C=CC=C1)S(=O)(=O)N(C)C 2-((5-chloro-2-((5-((4-methylpiperazin-1-yl)methyl)pyridin-2-yl)amino)pyrimidin-4-yl)amino)-N,N-dimethylbenzenesulfonamide